N[C@H](C[C@H](CN1C(C2=CC(=C(C=C2C(=C1)F)Br)F)=O)F)C 2-[(2R,4S)-4-amino-2-fluoro-pentyl]-6-bromo-4,7-difluoro-isoquinolin-1-one